FC1=C(C=CC=C1)C=1C(=NC2=CC=C(C=C2C1)NC(=O)NCC(CC)O)C1=CC=CC=C1 1-(3-(2-fluorophenyl)-2-phenylquinolin-6-yl)-3-(2-hydroxybutyl)urea